3-[7-(aminocarbonyl)-5-fluoro-2H-indazole-2-yl]pyrrolidine-1-carboxylate NC(=O)C1=CC(=CC2=CN(N=C12)C1CN(CC1)C(=O)[O-])F